CC1=NOC(=C1C1=NC2=CC(=CC(=C2C=C1C1=CC=C(C=C1)F)[C@@H](C)NC1=C(C(=O)O)C=CC=C1)C)C (R)-2-((1-(2-(3,5-dimethylisoxazol-4-yl)-3-(4-fluorophenyl)-7-methylquinolin-5-yl)ethyl)amino)benzoic acid